C1(CC1)\C=C\1/N=C(OC1=O)C1=CC(=CC=C1)CC (4Z)-4-(cyclopropylmethylidene)-2-(3-ethylphenyl)-1,3-oxazol-5-one